The molecule is a 3-hydroxy fatty acyl-CoA(4-) obtained by deprotonation of the phosphate and diphosphate OH groups of (3R,7Z,10Z,13Z,16Z,19Z)-3-hydroxydocosapentaenoyl-CoA; major species at pH 7.3. It is a (R)-3-hydroxyacyl-CoA(4-) and a 3-hydroxy fatty acyl-CoA(4-). It is a conjugate base of a (3R,7Z,10Z,13Z,16Z,19Z)-3-hydroxydocosapentaenoyl-CoA. CC/C=C\\C/C=C\\C/C=C\\C/C=C\\C/C=C\\CCC[C@H](CC(=O)SCCNC(=O)CCNC(=O)[C@@H](C(C)(C)COP(=O)([O-])OP(=O)([O-])OC[C@@H]1[C@H]([C@H]([C@@H](O1)N2C=NC3=C(N=CN=C32)N)O)OP(=O)([O-])[O-])O)O